C(C)(=O)O[C@H]1[C@@H](SC2=CC(=C(C(=C2)Cl)F)Cl)O[C@@H]([C@@H]([C@@H]1N=[N+]=[N-])OC(C)=O)COC(C)=O 3,5-dichloro-4-fluoro-phenyl 2,4,6-tri-O-acetyl-3-azido-3-deoxy-1-thio-alpha-D-galactopyranoside